3-(thiazol-5-yl)-7,8,9,10-tetrahydro-5H-pyrazino[1,2-a]pyrido[3,2-e]pyrazin-6(6aH)-one S1C=NC=C1C1=CC=2NC(C3N(C2N=C1)CCNC3)=O